COC1=C(C=CC=C1)OC 1,2-dimethoxy-benzene